ClC(C(=O)NC=1C(=C(C=CC1)C1=C2C=C(NC2=C(C=C1)C(=O)N)C=1CCN(CC1)S(=O)(=O)C)C)C 4-(3-(2-chloropropanamido)-2-methylphenyl)-2-(1-(methylsulfonyl)-1,2,3,6-tetrahydropyridin-4-yl)-1H-indole-7-carboxamide